BrCCCCCCCOC1=CC=C(C=C1)C1=CC(SS1)=S 5-(4-(7-bromoheptyloxy)phenyl)-3H-1,2-dithiol-3-thione